OCC(=O)NC=1C=C2C(=CC(=NC2=CC1)C1=CN=CS1)OCCOC 2-hydroxy-N-(4-(2-methoxyethoxy)-2-(thiazol-5-yl)quinolin-6-yl)acetamide